2-chloro-4-cyclopentylamino-5-acetylpyrimidine ClC1=NC=C(C(=N1)NC1CCCC1)C(C)=O